FC1(COC1)CN1[C@@H](C=2NC3=CC=CC=C3C2C[C@H]1C)C=1C(=C(OCCN(C(OC(C)(C)C)=O)CCCF)C=CC1)OC tert-butyl (2-(3-((1R,3R)-2-((3-fluorooxetan-3-yl)methyl)-3-methyl-2,3,4,9-tetrahydro-1H-pyrido[3,4-b]indol-1-yl)-2-methoxyphenoxy)ethyl)(3-fluoropropyl)carbamate